C12CC(CC(CC1)N2)N(C2=CC=C(N=N2)C2=CC=C(C(N2)=O)C=2C=NNC2)C 6-[6-[8-azabicyclo[3.2.1]-octan-3-yl(methyl)amino]-pyridazin-3-yl]-3-(1H-pyrazol-4-yl)-1H-pyridin-2-one